6-chloro-N-{3-[2-(4-chloro-3-fluorophenoxy)acetamido]bicyclo[1.1.1]pent-1-yl}-3,4-dihydro-2H-1,4-benzoxazine-2-carboxamide ClC=1C=CC2=C(NCC(O2)C(=O)NC23CC(C2)(C3)NC(COC3=CC(=C(C=C3)Cl)F)=O)C1